C(CCCCC)(=O)OCC1=C(C(=O)OC[C@]2(O[C@H](C[C@@H]2O)N2C3=NC(=NC(=C3N=C2)N)Cl)C#C)C=CC=C1 ((2R,3S,5R)-5-(6-amino-2-chloro-9H-purin-9-yl)-2-ethynyl-3-hydroxytetrahydrofuran-2-yl)methyl 2-((hexanoyloxy)methyl)benzoate